COC1=CC=C(C=N1)C=1C=CC=2N(C1)C(=CN2)C2=NC(=NC=C2)NC=2C=CC(=NC2)N2CCN(CC2)C(C)=O 1-(4-(5-((4-(6-(6-Methoxypyridin-3-yl)imidazo[1,2-a]pyridin-3-yl)pyrimidin-2-yl)amino)pyridin-2-yl)piperazin-1-yl)ethan-1-one